C(C)OC(NCCNC(=O)C1=C(NC(=C1C)C=C1C(NC2=CC=C(C=C12)F)=O)C)=O ethyl(2-(5-((5-fluoro-2-oxoindolin-3-ylidene)methyl)-2,4-dimethyl-1H-pyrrole-3-carboxamido)ethyl)carbamate